2-(2-((5-(1-aminoisoquinolin-7-yl)-2-cyclobutyl-2H-indazol-3-yl)methoxy)-4-fluorophenyl)acetic acid NC1=NC=CC2=CC=C(C=C12)C1=CC2=C(N(N=C2C=C1)C1CCC1)COC1=C(C=CC(=C1)F)CC(=O)O